C(C1=CC=CC=C1)OC1=NC(=CC=C1C1=NN(C2=CC(=CC=C12)NC1CCN(CC1)C(=O)OCCCC)C)OCC1=CC=CC=C1 butyl 4-[[3-(2,6-dibenzyloxy-3-pyridyl)-1-methyl-indazol-6-yl]amino]piperidine-1-carboxylate